Gamma-Hexenol C(CC=CCC)O